4-(2-(6-((3r,5r)-3-amino-5-fluoropiperidine-1-carbonyl)-3-methylpyrazolo[1,5-a]pyridin-2-yl)-1-(cyclopropylmethyl)-1H-indol-6-yl)-2-fluorobenzamide N[C@H]1CN(C[C@@H](C1)F)C(=O)C=1C=CC=2N(C1)N=C(C2C)C=2N(C1=CC(=CC=C1C2)C2=CC(=C(C(=O)N)C=C2)F)CC2CC2